8-((triisopropylsilyl)ethynyl)naphthalene C(C)(C)[Si](C(C)C)(C(C)C)C#CC=1C=CC=C2C=CC=CC12